C(Br)(Br)Br bromoform